(R)-2-(4-bromo-2-(1,1-difluoroethyl)phenoxy)-3-fluoropropyl acetate C(C)(=O)OC[C@H](CF)OC1=C(C=C(C=C1)Br)C(C)(F)F